ClCN1C(=C(C=C(C1=O)C)N1CN(C2=C(C1=O)C=C(C=N2)C(F)(F)F)C2=C(C=C(C=C2)OC(F)(F)F)C)C 3-(1-(chloromethyl)-2,5-dimethyl-6-oxo-1,6-dihydropyridin-3-yl)-1-(2-methyl-4-(trifluoromethoxy)phenyl)-6-(trifluoromethyl)-2,3-dihydropyrido[2,3-d]pyrimidin-4(1H)-one